C[N+]1(C2CC(CC1CC2)OC(C(CO)C2=CC=CC=C2)=O)C(C)C [8-methyl-8-(1-methylethyl)-8-azoniabicyclo[3.2.1]oct-3-yl]-3-hydroxy-2-phenyl-propanoate